ClC=1C=C(C=CC1OC)C=1C(=C2C(=NC1)NC=C2)NC2CN(CCC2)C=2N=CC(=NC2)C#N 5-(3-((5-(3-chloro-4-methoxyphenyl)-1H-pyrrolo[2,3-b]pyridin-4-yl)amino)piperidin-1-yl)pyrazine-2-carbonitrile